N-(5-(2,5-difluorobenzyl)thiazol-2-yl)-1-methyl-6-oxo-1,4,5,6-tetrahydropyridazine-3-carboxamide FC1=C(CC2=CN=C(S2)NC(=O)C2=NN(C(CC2)=O)C)C=C(C=C1)F